copper trimellitic acid C(C=1C(C(=O)O)=CC(C(=O)O)=CC1)(=O)O.[Cu]